2-cyclopropyl-5-(ethylsulfanyl)-1-methyl-1H-imidazole-4-carboxylic acid C1(CC1)C=1N(C(=C(N1)C(=O)O)SCC)C